3,4-dichloro-[1,2,5]thiadiazole-1,1-dioxide ClC1=NS(N=C1Cl)(=O)=O